3-chloro-7-[(5-chloropyrimidine-2-yl)oxy]-1-(4,4,4-trifluorobutyl)-1H-indole ClC1=CN(C2=C(C=CC=C12)OC1=NC=C(C=N1)Cl)CCCC(F)(F)F